FC=1C(=NC(=NC1)N[C@@H]1CC[C@H](CC1)C(=O)O)C1=CC(=CC=C1)C1(COC1)O trans-4-((5-fluoro-4-(3-(3-hydroxyoxetan-3-yl)phenyl)pyrimidin-2-yl)amino)cyclohexane-1-carboxylic acid